N4-(5-amino-2-fluorophenyl)-N2-(pyridin-3-yl)-5-[4-(trifluoromethyl)phenyl]pyrimidine-2,4-diamine NC=1C=CC(=C(C1)NC1=NC(=NC=C1C1=CC=C(C=C1)C(F)(F)F)NC=1C=NC=CC1)F